CN1N=C2[C@@H](N(CCC2=C1C1=CC(=NN1C)C(F)(F)F)C(=O)C1=CNC2=CC=CC(=C12)F)C (S)-(2,7-Dimethyl-3-(1-methyl-3-(trifluoromethyl)-1H-pyrazol-5-yl)-2,4,5,7-tetrahydro-6H-pyrazolo[3,4-c]pyridin-6-yl)(4-fluoro-1H-indol-3-yl)methanone